Phenoxyphenyltriphenylphosphonium hydroxide [OH-].O(C1=CC=CC=C1)C1=C(C=CC=C1)[P+](C1=CC=CC=C1)(C1=CC=CC=C1)C1=CC=CC=C1